imidazo[4,3-c][1,11,4]dioxaazacyclononadecine-9-carbonitrile C1=NCN2C1=COC=CC=CC=CC=COC=C(C=CC=C2)C#N